Cl.NC1=CC=C(O[C@@H](C(=O)N)C)C=C1 R-(+)-2-(4-aminophenoxy)propionyl-amine hydrochloride